C(CCCCCCCCC)(=O)N(CCC(=O)O)C N-decanoyl-N-methyl-β-alanine